BrC=1C=CC(=C(C1)NC(=O)NC1=CC(=CC(=C1)OC(F)(F)F)Cl)CO 1-(5-bromo-2-hydroxymethylphenyl)-3-(3-chloro-5-trifluoromethoxyphenyl)urea